CNC(=O)C=1C=CC=C2C(=CNC12)C N,3-dimethyl-1H-indole-7-carboxamide